N1C(=NC=C1)C(=O)C1=NN(C2=CC=C(C=C12)C=1C=NC(=NC1)C)CC(=O)N1[C@@H]2C[C@@]2(C[C@H]1C(=O)NC1=NC(=CC=C1C)Br)C (1R,3S,5R)-2-(2-(3-(1H-imidazole-2-carbonyl)-5-(2-methylpyrimidin-5-yl)-1H-indazol-1-yl)acetyl)-N-(6-bromo-3-methylpyridin-2-yl)-5-methyl-2-azabicyclo[3.1.0]hexane-3-carboxamide